1-((3R,4S)-3-fluoro-4-((6-fluoro-5-(1-((R)-1-fluoropropan-2-yl)-1H-benzo[d][1,2,3]triazol-6-yl)-4-methoxypyrrolo[2,1-f][1,2,4]triazin-2-yl)amino)piperidin-1-yl)ethan-1-one F[C@@H]1CN(CC[C@@H]1NC1=NN2C(C(=N1)OC)=C(C(=C2)F)C=2C=CC1=C(N(N=N1)[C@@H](CF)C)C2)C(C)=O